ClC1=C2C(=NC=C1C=1C=C(C=CC1)N1C(NCCC1)=O)NCC21CC1 1-(3-(4'-Chloro-1',2'-dihydrospiro[cyclopropane-1,3'-pyrrolo[2,3-b]pyridin]-5'-yl)phenyl)tetrahydropyrimidin-2(1H)-one